C(C)N1C2=C(C=CC1=O)N(C=C2C2=NC(=NC(=C2F)OC2CCC(CC2)C(F)(F)F)C)C rel-4-ethyl-3-(5-fluoro-2-methyl-6-{[(1r,4r)-4-(trifluoromethyl)-cyclohexyl]oxy}pyrimidin-4-yl)-1-methyl-1H,4H,5H-pyrrolo[3,2-b]pyridin-5-one